NC1=C(C=NN1C1=CC=CC=C1)C(=O)N1CCC(CC1)C1=C2C(=NC=C1)NC(=N2)C2CCOCC2 (5-amino-1-phenyl-pyrazol-4-yl)-[4-(2-tetrahydropyran-4-yl-3H-imidazo[4,5-b]pyridin-7-yl)-1-piperidyl]methanone